(S)-N-(3-chloro-2,4-difluorophenyl)-1-(2-(4-cyanopiperidin-1-yl)ethyl)-N-methyl-3-(6-methyl-4-(trifluoromethyl)pyridin-2-yl)-2-oxoimidazolidine-4-carboxamide ClC=1C(=C(C=CC1F)N(C(=O)[C@H]1N(C(N(C1)CCN1CCC(CC1)C#N)=O)C1=NC(=CC(=C1)C(F)(F)F)C)C)F